CN1C(C=NC2=C(C=CC=C12)C)=O 1,5-dimethylquinoxalinone